2-(3-(5-methyl-1,2,4-oxadiazol-3-yl)phenyl)malonyl chloride CC1=NC(=NO1)C=1C=C(C=CC1)C(C(=O)Cl)C(=O)Cl